BrC=1C(=NC=C(C1)I)[C@H](C)OC (S)-3-bromo-5-iodo-2-(1-methoxyethyl)pyridine